C(C)(=O)C1=CC=C2C(=N1)N(C(=C2)C2=NC1=C(N2C)C(=CC(=C1)C(=O)OC)OC)COCC[Si](C)(C)C Methyl 2-(6-acetyl-1-((2-(trimethylsilyl)ethoxy)methyl)-1H-pyrrolo[2,3-b]pyridin-2-yl)-7-methoxy-1-methyl-1H-benzo[d]imidazole-5-carboxylate